ClC=1NC=CC1 chloropyrrol